C(C)C(COC(CCSC=1N=C2N(N1)[C@@H](C[C@@H]2F)C2=C(C=CC=C2)C#N)=O)CCCC 3-(((5S,7S)-5-(2-cyanophenyl)-7-fluoro-6,7-dihydro-5H-pyrrolo[1,2-b][1,2,4]triazol-2-yl)thio)propanoic acid 2-ethylhexyl ester